C1(CC1)C=1N=NN(C1)[C@H](C(=O)N1[C@@H](C[C@H](C1)O)C(=O)NC1C2C(C2CC1)(F)F)C(C)(C)C (2S,4R)-1-[(2S)-2-(4-cyclopropyltriazol-1-yl)-3,3-dimethyl-butanoyl]-N-(6,6-difluoro-2-bicyclo[3.1.0]hexanyl)-4-hydroxy-pyrrolidine-2-carboxamide